1-(3-acetyl-6-chloro-2-pyridyl)-5-methyl-pyrrolidine-3-carbonitrile C(C)(=O)C=1C(=NC(=CC1)Cl)N1CC(CC1C)C#N